(S)-5-((5-(2-chloro-6-(piperidin-3-ylmethoxy)phenyl)-1H-pyrazol-3-yl)amino)pyrazine-2-carbonitrile ClC1=C(C(=CC=C1)OC[C@@H]1CNCCC1)C1=CC(=NN1)NC=1N=CC(=NC1)C#N